{2-[4-(2-cyclopentyloxy-pyridin-3-yl)-phenyl]-2,2-difluoro-ethoxy}-acetic acid C1(CCCC1)OC1=NC=CC=C1C1=CC=C(C=C1)C(COCC(=O)O)(F)F